2-[(2Z)-2-(aminomethyl)-3-fluoroprop-2-en-1-yl]-4-{5-[4-(methylsulfonyl)phenyl]-1,3-thiazol-2-yl}-2,4-dihydro-3H-1,2,4-triazol-3-one hydrochloride Cl.NC/C(/CN1N=CN(C1=O)C=1SC(=CN1)C1=CC=C(C=C1)S(=O)(=O)C)=C/F